N-[(4-fluoropyridin-2-yl)methyl]-5-(4-methylbenzene-1-sulfonyl)furan-2-carboxamide FC1=CC(=NC=C1)CNC(=O)C=1OC(=CC1)S(=O)(=O)C1=CC=C(C=C1)C